mono-2-methyl-buten-2-yl ether CC(C)(C=C)OC(C)(C=C)C